N-[(1S)-2-Hydroxy-1-{3-[4-(trifluoromethyl)phenyl]-1,2,4-oxadiazol-5-yl}ethyl]-4-(morpholin-4-yl)benzamid OC[C@@H](C1=NC(=NO1)C1=CC=C(C=C1)C(F)(F)F)NC(C1=CC=C(C=C1)N1CCOCC1)=O